2-(2-fluoro-4-methyl-5-((2,2,2-trifluoroethyl)thio)phenyl)isoindol-1-one FC1=C(C=C(C(=C1)C)SCC(F)(F)F)N1C(C2=CC=CC=C2C1)=O